tert-butyl (2S,4S)-4-(7-bromo-8-chloro-6-fluoro-4-(methylthio)-1H-pyrazolo[4,3-c]quinolin-1-yl)-2-(cyanomethyl)piperidine-1-carboxylate BrC=1C(=CC=2C3=C(C(=NC2C1F)SC)C=NN3[C@@H]3C[C@H](N(CC3)C(=O)OC(C)(C)C)CC#N)Cl